C1(CC1)CNCC=1C=C(C(N(C1C)C1=CC(=CC=C1)C(F)(F)F)=O)C(=O)NCC1=CC=C(C=C1)S(=O)(=O)C 5-([(cyclopropylmethyl)amino]methyl)-6-methyl-N-[4-(methylsulfonyl)benzyl]-2-oxo-1-[3-(trifluoromethyl)phenyl]-1,2-dihydropyridine-3-carboxamide